FC1(CN(CC=C1OS(=O)(=O)C(F)(F)F)C(=O)OC(C)(C)C)F Tert-butyl 3,3-difluoro-4-(((trifluoromethyl) sulfonyl) oxy)-3,6-dihydropyridine-1(2H)-carboxylate